BrC1=C(C=CC=C1)C1=NC(=NO1)C1=CC=CC=2N(N=NC21)C2CCCC2 [5-(2-bromophenyl)-1,2,4-oxadiazol-3-yl]-1-cyclopentyl-1H-1,2,3-benzotriazole